(R)-1-(2-methyl-4-(8-((3-methyl-4-((1-methyl-1H-benzo[d][1,2,3]triazol-5-yl)oxy)phenyl)amino)pyrimido[5,4-d]pyrimidin-2-yl)-1,4-diazepan-1-yl)prop-2-en-1-one C[C@H]1N(CCCN(C1)C=1N=CC2=C(N1)C(=NC=N2)NC2=CC(=C(C=C2)OC2=CC1=C(N(N=N1)C)C=C2)C)C(C=C)=O